tert-butyl (4-(2-(2,6-dioxopiperidin-3-yl)-1-oxoisoindolin-4-yl)but-3-yn-1-yl)(methyl)carbamate O=C1NC(CCC1N1C(C2=CC=CC(=C2C1)C#CCCN(C(OC(C)(C)C)=O)C)=O)=O